N-(3-(2,6-dimethoxy-1H-benzoimidazol-1-yl)propyl)acetamide COC1=NC2=C(N1CCCNC(C)=O)C=C(C=C2)OC